COC(=O)C1=CC2=C(N=C(S2)Br)C=C1 2-Bromobenzo[d]Thiazole-6-carboxylic acid methyl ester